BrCCCCCC(=O)N(CCCCCC)CCCCCCCCC(=O)OCC(CCCCCCCC)CCCCCC 2-Hexyldecyl 9-(6-bromo-N-hexylhexanamido)nonanoate